2-((1s,4s)-4-methoxycyclohexyl)propan-2-amine COC1CCC(CC1)C(C)(C)N